6-chloro-N-{3-[2-(4-chloro-3-fluorophenoxy)acetamido]bicyclo[1.1.1]pent-1-yl}-2-methyl-3,4-dihydro-2H-1-benzopyran-2-carboxamide ClC=1C=CC2=C(CCC(O2)(C(=O)NC23CC(C2)(C3)NC(COC3=CC(=C(C=C3)Cl)F)=O)C)C1